NC1=C(C(N(C2=NC(=CC=C12)C(F)(F)F)C1=CC=C(C=C1)Br)=O)C1=CC=C(C=C1)OC 4-amino-1-(4-bromophenyl)-3-(4-methoxyphenyl)-7-(trifluoromethyl)-1,8-naphthyridin-2(1H)-one